CC1=C(C(=CC=C1)C)N(C(C(C)C)=O)CC N-(2,6-dimethylphenyl)-N-ethylisobutyramide